3-iodo-1-((2-(trimethylsilyl)ethoxy)methyl)-1H-pyrazolo[4,3-d]Pyrimidin-7-amine IC1=NN(C2=C1N=CN=C2N)COCC[Si](C)(C)C